N[C@H](C)C=1C=C(C=C2C(C(=C(OC12)C1=CC=2C(N=C1)=NN(C2)C)C)=O)C 8-[(1R)-1-Aminoethyl]-3,6-dimethyl-2-(2-methyl-pyrazolo[3,4-b]pyridin-5-yl)chromen-4-one